[Na+].S(=O)(=O)(OC(CC(C)C)CCC(CCCC)CC)[O-] 7-ethyl-2-methyl-4-undecanyl sulfate sodium salt